C(#N)C1=CC(=C(COC2=CC=CC(=N2)C2CCN(CC2)CC2=NC3=C(N2CC2=CN=CS2)C=C(C=C3OC)C(=O)OC)C=C1)F methyl 2-((4-(6-((4-cyano-2-fluorobenzyl)oxy)pyridin-2-yl)piperidin-1-yl)methyl)-4-methoxy-1-(thiazol-5-ylmethyl)-1H-benzo[d]imidazole-6-carboxylate